p-toluenesulfonic acid iron (III) [Fe+3].CC1=CC=C(C=C1)S(=O)(=O)O